5-Phenylmethoxy-2-methyl-pentanoic acid C1(=CC=CC=C1)COCCCC(C(=O)O)C